FC=1C=C(OCCN(C)C)C=CC1[N+](=O)[O-] 2-(3-fluoro-4-nitrophenoxy)-N,N-dimethylethan-1-amine